1-(2,2-difluoroethyl)-4-ethynyl-1H-pyrazole FC(CN1N=CC(=C1)C#C)F